C(CC)(=O)NCC=1N=NN(C1)CCCCN1N=NC(=C1)C(=O)NCC1=CC(=CC=C1)OC(F)(F)F 1-(4-(4-(propionamidomethyl)-1H-1,2,3-triazol-1-yl)butyl)-N-(3-(trifluoromethoxy)benzyl)-1H-1,2,3-triazole-4-carboxamide